Cl.NCCC1=CC=C(C=C1)NC(=O)N1C=CC2=C1N=CN=C2N(C)[C@H]2CN(CC[C@H]2C)C(CC#N)=O N-(4-(2-aminoethyl)phenyl)-4-(((3R,4R)-1-(2-cyanoacetyl)-4-methylpiperidin-3-yl)(methyl)amino)-7H-pyrrolo[2,3-d]pyrimidine-7-carboxamide hydrochloride